2-[(4E)-7-bromohept-4-enyl]pyridine BrCC/C=C/CCCC1=NC=CC=C1